CN1C(=C(C2=CC(=C(C=C12)C(=O)O)C)CCC(N)=O)CCCCC 1,5-dimethyl-2-pentyl-3-(2-carbamoylethyl)-indole-6-carboxylic acid